C1=CC(=CC=C1N(CCCl)CCCl)[N+](=O)[O-] N,N-bis(2-chloroethyl)-4-nitroaniline